FC(C1=CC=CC(=N1)NC(=O)C=1C(=CC=2N(C1)C=C(N2)C2CCC(CC2)CN(C)C2CCN(CC2)C2=CC(=CC=C2)C2C(NC(CC2)=O)=O)OC(C)C)F N-[6-(difluoromethyl)-2-pyridinyl]-2-[4-[[[1-[3-(2,6-dioxo-3-piperidinyl)phenyl]-4-piperidinyl]-methyl-amino]methyl]cyclohexyl]-7-isopropoxy-imidazo[1,2-a]pyridine-6-carboxamide